[6-(4-cyclopropylimidazol-1-yl)-2-azaspiro[3.3]heptan-2-yl]-[5-methyl-6-[[1-(trifluoromethyl)cyclopropyl]methoxy]-3-pyridyl]methanone C1(CC1)C=1N=CN(C1)C1CC2(CN(C2)C(=O)C=2C=NC(=C(C2)C)OCC2(CC2)C(F)(F)F)C1